C(C)(C)(C)NS(=O)(=O)C=1SC(=C(C1C1=CC=C(C=C1)CN1C(=NC=C1)Cl)C)CC(C)C N-(tert-butyl)-3-(4-((2-chloro-1H-imidazol-1-yl)methyl)phenyl)-5-isobutyl-4-methylthiophene-2-sulfonamide